tert-butyl N-{1-[3-(3-carbamoyl-4,5-difluorophenyl)-5-(4-methyl-1H-1,3-benzodiazol-2-yl)pyridin-4-yl]-3-methylpyrrolidin-3-yl}carbamate C(N)(=O)C=1C=C(C=C(C1F)F)C=1C=NC=C(C1N1CC(CC1)(C)NC(OC(C)(C)C)=O)C1=NC2=C(N1)C=CC=C2C